1-(3-(3-(1-methyl-1H-pyrazol-3-yl)-5-(3,3,4,4-tetrafluoropyrrolidin-1-yl)pyrazin-2-yl)pyrrolidin-1-yl)prop-2-en-1-one CN1N=C(C=C1)C=1C(=NC=C(N1)N1CC(C(C1)(F)F)(F)F)C1CN(CC1)C(C=C)=O